S(N)(=O)(=O)C=1C=C(C=CC1)NC(C1=CC(=CC=C1)S(NC1=CC=C(C=C1)C)(=O)=O)=O N-(3-sulfamoylphenyl)-3-(N-(p-tolyl)sulfamoyl)benzamide